C1(CC1)N1[C@H](CN(CC1)C1CCN(CC1)C1=C(C=C(C(=C1)OC)NC1=NC=NC(=C1)N1OCC[C@@H]1C=1C=C(C=CC1)C1=CC(=CC(=C1)F)F)NC(C=C)=O)C N-(2-(4-((S)-4-cyclopropyl-3-methylpiperazin-1-yl)piperidin-1-yl)-5-((6-((R)-3-(3',5'-difluoro-[1,1'-biphenyl]-3-yl)isoxazolidin-2-yl)pyrimidin-4-yl)amino)-4-methoxyphenyl)acrylamide